6-(2,6-Dichloro-4-iodophenoxy)-4-isopropyl-2-(methoxymethyl)pyridazin-3(2H)-one ClC1=C(OC=2C=C(C(N(N2)COC)=O)C(C)C)C(=CC(=C1)I)Cl